4-fluoro-3-(6-methoxy-2-(1-methylpiperidin-4-yl)-2H-indazol-5-yl)benzene FC1=C(C=CC=C1)C1=CC2=CN(N=C2C=C1OC)C1CCN(CC1)C